ClC1=CC2=C(N=CNC2=O)N1C1=CC(=C(C=C1)C1COC(CN1C(=O)[O-])C)C 5-(4-(6-chloro-4-oxo-3,4-dihydro-7H-pyrrolo[2,3-d]pyrimidin-7-yl)-2-methylphenyl)-2-methylmorpholine-4-carboxylate